(4,4-difluorocyclohexyl)methylamine FC1(CCC(CC1)CN)F